N-[(2S)-1-({(1S)-1-cyano-2-[(3S)-2-oxopyrrolidin-3-yl]ethyl}amino)-4,4-dimethyl-1-oxopentan-2-yl]-4-methoxy-1H-indole-2-carboxamide C(#N)[C@H](C[C@H]1C(NCC1)=O)NC([C@H](CC(C)(C)C)NC(=O)C=1NC2=CC=CC(=C2C1)OC)=O